ClC=1C=NC(=C(C(=O)NC2CCC(CC2)CN2C(N(C3=C2C=NC=C3)C3=C(C=CC(=C3)OC)F)=O)C1)C(F)(F)F 5-chloro-N-((1r,4r)-4-((1-(2-fluoro-5-methoxyphenyl)-2-oxo-1H-imidazo[4,5-c]pyridin-3(2H)-yl)methyl)cyclohexyl)-2-(trifluoro-methyl)nicotinamide